FC1=C(C(=CC(=C1)C=1C(=NC=CC1)SC(C)C)F)N1CC(CCC1)CC(=O)N 2-[1-[2,6-difluoro-4-(2-isopropylsulfanyl-3-pyridyl)phenyl]-3-piperidyl]acetamide